[Na+].[Na+].C(C)(C)(C)C1CC(C(CC1)C(=O)[O-])C(=O)[O-] 4-t-butylcyclohexane-1,2-dicarboxylic acid disodium salt